C(N)(O[C@H](C(=O)NCCC1=CC=C(C=C1)C1=CC(=C(C=C1)Cl)Cl)CCCC)=O (S)-(1-((2-(3',4'-dichloro-[1,1'-biphenyl]-4-yl) ethyl) amino)-1-oxohex-2-yl) carbamate